C(C)(C)(C)OC(CCCC(NC1=C2C=CC=NC2=CC=C1)=O)=O 5-oxo-5-(quinolin-5-ylamino)pentanoic acid tert-butyl ester